8-amino-1,2,3,4-tetrahydro-1,4-methanonaphthalene-5-carbonitrile NC1=CC=C(C=2C3CCC(C12)C3)C#N